FC(C(=O)O)(F)F 2,2,2-trifluoro-acetic acid